(R)-5-cyclohexyl-3-[(1s,2s)-1-(5-iodo-1H-benzoimidazol-2-yl)-2-phenyl-propyl]-imidazoline-2,4-dione C1(CCCCC1)[C@@H]1C(N(C(N1)=O)[C@@H]([C@@H](C)C1=CC=CC=C1)C1=NC2=C(N1)C=CC(=C2)I)=O